O1C(CCCC1)N1N=CC(=C1)C=1C=C(C2=CC=CC=C2C1)C(C)NC(OC(C)(C)C)=O tert-butyl (1-(3-(1-(tetrahydro-2H-pyran-2-yl)-1H-pyrazol-4-yl)naphthalen-1-yl)ethyl)carbamate